2-bromo-4,5,6,7-tetrahydrobenzo[d]thiazol-7-ol BrC=1SC2=C(N1)CCCC2O